O1C=C(C=C1)C=1C=CC=2N(C1)N=CC2 6-Furan-3-ylpyrazolo[1,5-a]pyridine